1-(1-benzofuran-6-yl)-N-methylpropan-2-amine O1C=CC2=C1C=C(C=C2)CC(C)NC